methyl (R)-2-(N-methyl-3-(2-((4-(trifluoromethyl)benzyl)carbamoyl)pyrrolidine-1-carbonyl)phenylsulfonamido)acetate CN(S(=O)(=O)C1=CC(=CC=C1)C(=O)N1[C@H](CCC1)C(NCC1=CC=C(C=C1)C(F)(F)F)=O)CC(=O)OC